phenyl-3H-benzimidazole-5-sulphonic acid C1(=CC=CC=C1)C=1NC2=C(N1)C=CC(=C2)S(=O)(=O)O